C(C1CO1)OCC[Si](OC)(OC)CC β-glycidoxyethylethyl-dimethoxysilane